FC(C(=O)O)(F)F.N1CC(C1)N1CCC2(CCN(CC2)C2=NC=CC(=N2)COC2=CC=C(C=C2)C(C)(C)C=2C=C(C(=C(C#N)C2)OCCCl)Cl)CC1 5-(2-(4-((2-(9-(azetidin-3-yl)-3,9-diazaspiro[5.5]undecan-3-yl)pyrimidin-4-yl)methoxy)phenyl)propan-2-yl)-3-chloro-2-(2-chloroethoxy)benzonitrile trifluoroacetate